C(C)OP(=O)(OCC)C(C1=CC2=C(SC(=C2)C(=O)OCC)C=C1)F ethyl 5-((diethoxyphosphoryl)fluoromethyl)benzo[b]thiophene-2-carboxylate